2-(3,4-dichlorophenyl)-1-ethyl-6-[[methyl(propoxycarbonyl)amino]methyl]-4-oxo-pyridine-3-carboxylic acid ClC=1C=C(C=CC1Cl)C=1N(C(=CC(C1C(=O)O)=O)CN(C(=O)OCCC)C)CC